3-(3-((6-((1-methyl-1H-pyrazol-4-yl)methoxy)pyridin-3-yl)methyl)isoxazol-5-yl)pyridin-2-amine CN1N=CC(=C1)COC1=CC=C(C=N1)CC1=NOC(=C1)C=1C(=NC=CC1)N